tert-Butyl ((1-(4-amino-2-methoxyphenyl)-6-chloro-1H-pyrazolo[4,3-c]pyridin-3-yl)methyl)(methyl)carbamate NC1=CC(=C(C=C1)N1N=C(C=2C=NC(=CC21)Cl)CN(C(OC(C)(C)C)=O)C)OC